3-(difluoromethyl)-4-fluorobenzonitrile FC(C=1C=C(C#N)C=CC1F)F